1-(3-(6-(Methylthio)pyrimidin-4-yl)imidazo[1,2-b]pyridazin-6-yl)ethan-1-one CSC1=CC(=NC=N1)C1=CN=C2N1N=C(C=C2)C(C)=O